FC(OC1=CC=C(N)C=C1)(F)F 4-(trifluoromethoxy)-aniline